C(#N)COC1CCC(CC1)N1C=CC=2N=C(N=C(C21)C(=O)N)N2C=NC=C2 ((1r,4r)-4-(cyanomethoxy)cyclohexyl)-2-(1H-imidazol-1-yl)-5H-pyrrolo[3,2-d]pyrimidine-4-carboxamide